The molecule is a primary amino compound that is the 5-hydroxy derivative of tryptamine. It has a role as a human metabolite, a mouse metabolite and a neurotransmitter. It is a monoamine molecular messenger, a primary amino compound, a member of phenols, a member of hydroxyindoles and a member of tryptamines. It derives from a tryptamine. It is a conjugate base of a serotonin(1+). C1=CC2=C(C=C1O)C(=CN2)CCN